OC1=C(C2=C(C(C3=CC=4C(=C5OC=CN5C4)C23)=O)C=C1)O 10,11-dihydroxybenzo[5',6']pentaleno[1',2':3,4]pyrrolo[2,1-b]oxazol-7(11bH)-one